(4-Methylcyclohexan-1,3-diyl)bis(methylen)dicyclohexan CC1C(CC(CC1)CC1CCCCC1)CC1CCCCC1